C(C)(C)(C)[Si](OC(=C)\C=C\C)(C)C (E)-tert-butyldimethyl(penta-1,3-dien-2-yloxy)silane